BrC=1C=2C3=C(NC2C(=C(C1)Cl)Cl)CCNC([C@@H]3C)=O |r| racemic-10-bromo-7,8-dichloro-1-methyl-3,4,5,6-tetrahydroazepino[4,5-b]indol-2(1H)-one